rac-(1R,3S)-3-(trifluoromethyl)cyclopentan-1-amine hydrochloride Cl.FC([C@@H]1C[C@@H](CC1)N)(F)F |r|